5-(2-(4-fluoropiperidin-1-yl)-6-methylpyrimidin-4-yl)-1,3,4-oxadiazole FC1CCN(CC1)C1=NC(=CC(=N1)C1=NN=CO1)C